N-(4-(4-methoxyphenyl)-6-(pyridin-4-yl)pyrimidin-2-yl)-2-(pyrrolidin-1-yl)acetamide COC1=CC=C(C=C1)C1=NC(=NC(=C1)C1=CC=NC=C1)NC(CN1CCCC1)=O